ethyl (S)-2-(1-(pyridin-4-ylmethyl)piperazin-2-yl)acetate N1=CC=C(C=C1)CN1[C@H](CNCC1)CC(=O)OCC